ClS(=O)(=O)C=1C=C(C(=O)OC)C=CC1OC methyl 3-(chlorosulfonyl)-4-methoxybenzoate